O=C1N(CCC(N1)=O)C=1C=C2C=CN(C2=CC1)C1CCC(CC1)CN1CCN(CC1)C(=O)OC(C)(C)C tert-butyl 4-(((1r,4r)-4-(5-(2,4-dioxotetrahydropyrimidin-1(2H)-yl)-1H-indol-1-yl)cyclohexyl)methyl)piperazine-1-carboxylate